ClC=1C=CC(=NC1)C1(OC(C2=C(O1)C=CC=C2)C2CCN(CC2)[C@@H](C)C2=NC1=C(N2C[C@H]2OCC2)C=C(C=C1OC)C(=O)O)C 2-((1S)-1-(4-(2-(5-chloropyridin-2-yl)-2-methylbenzo[d][1,3]dioxan-4-yl)piperidin-1-yl)ethyl)-4-methoxy-1-(((S)-oxetan-2-yl)methyl)-1H-benzo[d]imidazole-6-carboxylic acid